6-(2-Chloro-6-fluorophenyl)-2-((4-(4-methylpiperazin-1-yl)-3-(trifluoromethyl)phenyl)amino)-8,9-dihydroimidazo[1,2-a]pyrimido[5,4-e]pyrimidin-5(6H)-one ClC1=C(C(=CC=C1)F)N1C=2N(C3=C(C1=O)C=NC(=N3)NC3=CC(=C(C=C3)N3CCN(CC3)C)C(F)(F)F)CCN2